beta-Hydroxy-beta-methyl-butyrat OC(CC(=O)[O-])(C)C